BrC1=C(C=C(C=C1)Br)OCCBr 1,4-dibromo-2-(2-bromoethoxy)benzene